2-(1-(7-morpholino-2-(pyridin-4-yl)pyrazolo[1,5-a]pyrimidin-5-yl)-1H-pyrazol-3-yl)ethan-1-ol O1CCN(CC1)C1=CC(=NC=2N1N=C(C2)C2=CC=NC=C2)N2N=C(C=C2)CCO